ClC1=C(C=C(C=C1)Cl)N1CCN(CC1)CC(=O)NC1=C(C=CC=C1)OCC 2-(4-(2,5-dichlorophenyl)piperazine-1-yl)-N-(2-ethoxyphenyl)acetamide